O[C@H]([C@@H](C=C)CSC1=CC=CC=C1)C1=CC=C(C=C1)OC(C(CCCOC1=C(C=CC(=C1)C)C)(C)C)=O 4-((1R,2R)-1-hydroxy-2-((phenylthio)methyl)but-3-en-1-yl)phenyl-5-(2,5-dimethylphenoxy)-2,2-dimethylpentanoate